C1(CCC1)CN(CCC=O)C 3-[(CYCLOBUTYLMETHYL)(METHYL)AMINO]PROPANAL